NC[C@@H](C)NCC1=CC(=NC=C1)NC([C@H](C1CCC(CC1)C)NC(OC(C)(C)C)=O)=O tert-butyl ((S)-2-((4-((((R)-1-aminopropan-2-yl)amino)-methyl)pyridin-2-yl)amino)-1-((1r,4S)-4-methylcyclohexyl)-2-oxoethyl)carbamate